C(CN)CO The molecule is a member of the class of propanolamines that is propane with a hydroxy substituent at C-1 and an amino substituent at C-2, making it both a primary amine and a primary alcohol. It is a primary alcohol, a primary amine and a propanolamine.